COC1=CC=C(C=C1)C=1C=CC=C2C=NC(=NC12)NC1=CC(=CC=C1)N1CCN(CC1)CCC#N 8-(4-(methoxy)phenyl)-N-(3-(4-cyanoethylpiperazin-1-yl)phenyl)quinazolin-2-amine